tert-butyl 4-(1-(4-((5-bromo-4-((5-(methylsulfonamido)quinoxalin-6-yl)amino) pyrimidin-2-yl)amino)-5-methoxy-2-(1-methyl-1H-pyrazol-4-yl)phenyl)piperidin-4-yl)piperazine-1-carboxylate BrC=1C(=NC(=NC1)NC1=CC(=C(C=C1OC)N1CCC(CC1)N1CCN(CC1)C(=O)OC(C)(C)C)C=1C=NN(C1)C)NC=1C(=C2N=CC=NC2=CC1)NS(=O)(=O)C